1-((1-(6-(1-methyl-1H-pyrazol-4-yl)pyrazolo[1,5-a]pyrazin-4-yl)piperidin-4-yl)methyl)piperazin-2-one CN1N=CC(=C1)C=1N=C(C=2N(C1)N=CC2)N2CCC(CC2)CN2C(CNCC2)=O